OCCCCC=1C=CC=C2COC(=O)C12 7-HYDROXYBUTYLPHTHALIDE